8-(2-Chloro-3-methylphenyl)-9-(3-fluoro-4-((1-(3-fluoropropyl)azetidin-3-yl)methyl)phenyl)-6,7-dihydro-5H-benzo[7]annulen ClC1=C(C=CC=C1C)C=1CCCC2=C(C1C1=CC(=C(C=C1)CC1CN(C1)CCCF)F)C=CC=C2